NC1=C(C=2C(=NN(C2C(F)(F)F)C(C)C)N1C1=C(C(=CC=C1C)O)C)C(=O)N (S)-5-amino-6-(3-hydroxy-2,6-dimethylphenyl)-2-isopropyl-3-(trifluoromethyl)-2,6-dihydropyrrolo[2,3-c]pyrazole-4-carboxamide